S1C(=CC2=C1C=CC=C2)C2=CC(=CN=N2)C(=O)C2=CC=C(C=C2)C (6-(Benzothiophen-2-yl)pyridazin-4-yl)(p-tolyl)methanone